C(C)C1=C(N=C(C(=N1)C(=O)N)NC1=CC(=C(C=C1)N1CCN(CC1)CCCCC(=O)NO)OC)NC1CCOCC1 6-ethyl-3-((4-(4-(5-(hydroxyamino)-5-oxopentyl)piperazin-1-yl)-3-methoxyphenyl)amino)-5-((tetrahydro-2H-pyran-4-yl)amino)pyrazine-2-carboxamide